N1=C(C=CC(=C1)N)N pyridine-2,5-diAmine